P(OCCCC)(OCCCC)[O-] din-butyl phosphite